C(#N)C1=NC(=NC=C1)[C@H](C)NC(C(C=1C(NC2=CC=C(C=C2C1)F)=O)(F)F)=O N-[(1S)-1-(4-cyanopyrimidin-2-yl)ethyl]-2,2-difluoro-2-(6-fluoro-2-oxo-1H-quinolin-3-yl)acetamide